FC(C(=O)O)(C1=NC=CC=N1)F 2,2-difluoro-2-(pyrimidin-2-yl)acetic acid